NC=1C2=C(N=CN1)N(C(=C2C2=CC=C(C=C2)OC2=NC(=CC=C2)C)C2CCNCC2)C 4-(4-amino-7-methyl-5-(4-((6-methylpyridin-2-yl)oxy)phenyl)-7H-pyrrolo[2,3-d]pyrimidin-6-yl)piperidin